N4-(2-(4-methylpiperazin-1-yl)ethyl)-N2-(3,4,5-trifluorophenethyl)quinazoline-2,4-diamine CN1CCN(CC1)CCNC1=NC(=NC2=CC=CC=C12)NCCC1=CC(=C(C(=C1)F)F)F